C(#N)C1(CCN(CC1)C(=O)NC=1SC(=C(N1)C1=CC(=CC=C1)C#N)C1=CC(=NC(=C1)C)C)C(C)(C)O 4-cyano-N-[4-(3-cyanophenyl)-5-(2,6-dimethyl-4-pyridyl)thiazol-2-yl]-4-(1-hydroxy-1-methyl-ethyl)piperidine-1-carboxamide